C1(CCCC1)NC(CC1C(N(C2=C(S1)N=CC=C2)C)=O)=O N-cyclopentyl-2-(1-methyl-2-oxo-2,3-dihydro-1H-pyrido[2,3-b][1,4]thiazin-3-yl)acetamide